(S)-4-Cyano-N-(8,9-difluoro-6-oxo-1,4,5,6-tetrahydro-2H-pyrano[3,4-c]isoquinolin-1-yl)-6-fluoro-N-methyl-1H-indole-2-carboxamide C(#N)C1=C2C=C(NC2=CC(=C1)F)C(=O)N(C)[C@@H]1COCC=2NC(C=3C=C(C(=CC3C21)F)F)=O